5-Nitro-1-((tetrahydro-2H-pyran-4-yl)methyl)-1H-benzo[d]imidazol-2(3H)-one [N+](=O)([O-])C1=CC2=C(N(C(N2)=O)CC2CCOCC2)C=C1